2-(tert-butoxy)-3,4-dimethoxybenzaldehyde C(C)(C)(C)OC1=C(C=O)C=CC(=C1OC)OC